N-(2-(4-methylpiperazin-1-yl)ethyl)nicotinamide CN1CCN(CC1)CCNC(C1=CN=CC=C1)=O